ClC=1C=C(CCNC2=NC3=CC=CC=C3C(=N2)NCCN2CCN(CC2)C)C=CC1 N2-(3-chlorophenethyl)-N4-(2-(4-methylpiperazin-1-yl)ethyl)quinazoline-2,4-diamine